3-(Pyrrolidine-1-carbonyl)benzoic acid [3-(1-ethyl-8-oxo-spiro[6,7-dihydro-4H-pyrazolo[3,4-c]azepin-5,4'-tetrahydropyran]-3-yl)-2,2-dimethyl-propyl] ester C(C)N1N=C(C2=C1C(NCC1(CCOCC1)C2)=O)CC(COC(C2=CC(=CC=C2)C(=O)N2CCCC2)=O)(C)C